4-((1-(3-(difluoromethyl)-2-methylphenyl)ethyl)amino)-7-methoxy-2-methylquinazoline FC(C=1C(=C(C=CC1)C(C)NC1=NC(=NC2=CC(=CC=C12)OC)C)C)F